FC1=CC=C(C=C1)C(C)C1=C(N=CC(=N1)C(N)=S)NCCN1CCCC1 6-(1-(4-fluorophenyl)ethyl)-5-((2-(pyrrolidin-1-yl)ethyl)amino)pyrazine-2-carbothioamide